FC(C=1C=C(C(=NC1)N=C=S)N(C(OC(C)(C)C)=O)C)F tert-butyl (5-(difluoromethyl)-2-isothiocyanatopyridin-3-yl)(methyl)carbamate